N,N-dimethyl-3-(4-(methyl-amino)-9,10-dioxo-4a,9,9a,10-tetrahydroanthracen-1-ylamino)-N-propylpropan-1-aminium bromide [Br-].C[N+](CCCNC1=CC=C(C2C(C3=CC=CC=C3C(C12)=O)=O)NC)(CCC)C